N-((S)-1-((2R,5'S)-5'-cyano-3-oxo-3,4-dihydrospiro[pyrido[4,3-b][1,4]oxazine-2,3'-pyrrolidin]-1'-yl)-4-methyl-1-oxopentan-2-yl)-4,6-difluoro-N-methyl-1H-indole-2-carboxamide C(#N)[C@@H]1C[C@@]2(CN1C([C@H](CC(C)C)N(C(=O)C=1NC3=CC(=CC(=C3C1)F)F)C)=O)C(NC1=C(O2)C=CN=C1)=O